8-Oxa-2-aza-spiro[4.5]decane-2-carboxylic acid (7-azetidin-1-yl-4-methoxythiazolo[4,5-c]pyridin-2-yl)-amide N1(CCC1)C=1C2=C(C(=NC1)OC)N=C(S2)NC(=O)N2CC1(CC2)CCOCC1